N-cyclopropyl-2-(difluoromethoxy)-4-[7-(3-hydroxyoxetan-3-yl)imidazo[1,2-a]pyridin-3-yl]-6-methoxy-benzamide C1(CC1)NC(C1=C(C=C(C=C1OC)C1=CN=C2N1C=CC(=C2)C2(COC2)O)OC(F)F)=O